tert-Butyl-7-(3-bromo-5-(trifluoromethyl)pyridin-4-yl)-4,7-diazaspiro[2.5]octane C(C)(C)(C)C1CC12NCCN(C2)C2=C(C=NC=C2C(F)(F)F)Br